Cl.C(C)OC(=O)C1(CCNCC1)CCl.NC1=CC(=C(C(=O)NC2=NC(=CN=C2)C)C=C1)C 4-amino-2-methyl-N-(6-methylpyrazin-2-yl)benzamide ethyl-4-(chloromethyl)piperidine-4-carboxylate hydrochloride